ClC1=NC(=CC=C1[N+](=O)[O-])C1=CC=CC=C1 2-chloro-3-nitro-6-phenyl-pyridine